tert-butyl (4S)-4-[4-(5-bromo-2-pyridyl)-3-[[6-[(6-tert-butyl-2-fluoro-pyridine-3-carbonyl)sulfamoyl]-2-pyridyl]amino]butyl]-2,2-dimethyl-pyrrolidine-1-carboxylate BrC=1C=CC(=NC1)CC(CC[C@H]1CC(N(C1)C(=O)OC(C)(C)C)(C)C)NC1=NC(=CC=C1)S(NC(=O)C=1C(=NC(=CC1)C(C)(C)C)F)(=O)=O